C(C=C)(=O)OCCC[Si](OCCOC)(OCCOC)OCCOC 3-acryloxy-propyltri(methoxyethoxy)silane